C(=C)NC(CCC(=O)O)=O N-vinyl-succinamidic acid